O1COC2=C1C=CC(=C2)CC(C#C)N(C(OC(C)(C)C)=O)C tert-Butyl (1-(benzo[d][1,3]dioxol-5-yl)but-3-yn-2-yl)(methyl)carbamate